(2S)-3-methyl-2-{methyl[1-methyl-3-(prop-2-enoyl)-1,3,8-triazaspiro[4.5]decan-8-yl]carbonylamino}butanoate CC([C@@H](C(=O)[O-])N(C(=O)N1CCC2(CN(CN2C)C(C=C)=O)CC1)C)C